ClC1=CC(=C(C=C1)C1=NC(=CC=2N=C(N(C(C21)=O)C)C)N2C[C@@](OCC2)(C=2C=NN(C2)C)C)F (S)-5-(4-chloro-2-fluorophenyl)-2,3-dimethyl-7-(2-methyl-2-(1-methyl-1H-pyrazol-4-yl)morpholino)pyrido[4,3-d]pyrimidin-4(3H)-one